(1R,3S,5R)-2-(2-(4-amino-6-(methoxymethyl)-9H-pyrimido[4,5-b]indol-9-yl)acetyl)-N-(6-bromopyridin-2-yl)-5-methyl-2-azabicyclo[3.1.0]hexane-3-carboxamide NC1=NC=NC=2N(C3=CC=C(C=C3C21)COC)CC(=O)N2[C@@H]1C[C@@]1(C[C@H]2C(=O)NC2=NC(=CC=C2)Br)C